ClCCCC(C[C@H](N)C(=O)O)C(=O)O gamma-(3-chloropropyl)-L-glutamic acid